BrCCCCCCCC(=O)OC\C=C\CCCCC (E)-oct-2-en-1-yl 8-bromooctanoate